9-fluoro-2-methyl-1H-pyrrolo[3,4-c]isoquinoline-1,3(2H)-dione FC=1C=2C3=C(N=CC2C=CC1)C(N(C3=O)C)=O